C1(CCC1)OC[C@@H]1CN(CCC1)C1CCN(CC1)C=1SC(=CN1)C(=O)NCC1=NC=C(C=C1F)F 2-{(3S)-3-[(cyclobutyloxy)methyl][1,4'-bipiperidin]-1'-yl}-N-[(3,5-difluoropyridin-2-yl)methyl]-1,3-thiazole-5-carboxamide